C(CCCCCCCCCCCCCCC(C)C)S(=O)(=O)O isostearyl-sulfonic acid